1-(2-bromoethyl)imidazolidin-2-one BrCCN1C(NCC1)=O